COC1=CC(=NC(=N1)NC1CC2CCCC(C1)N2S(=O)(=O)C2=NC=CC=C2)NC2=NNC(=C2)C 6-methoxy-N4-(5-methyl-1H-pyrazol-3-yl)-N2-((3-exo)-9-(pyridin-2-ylsulfonyl)-9-azabicyclo[3.3.1]nonan-3-yl)pyrimidine-2,4-diamine